1-fluoro-3-isocyanato-2-methylbenzene FC1=C(C(=CC=C1)N=C=O)C